N2-(5-aminothiophen-3-yl)-N4-(2-(6-methylpyridin-2-yl)pyrimidin-4-yl)pyrimidine-2,4-diamine NC1=CC(=CS1)NC1=NC=CC(=N1)NC1=NC(=NC=C1)C1=NC(=CC=C1)C